ClC1=C(CNC2=NC(=NC=C2C(=O)N)NC=2C=NN(C2)C)C=CC=C1F 4-((2-chloro-3-fluorobenzyl)amino)-2-((1-methyl-1H-pyrazol-4-yl)amino)pyrimidin-5-carboxamide